2-((7-(3-chlorophenyl)-1-methyl-1H-indol-5-yl)amino)-5-cyclopropyl-nicotinic acid ClC=1C=C(C=CC1)C=1C=C(C=C2C=CN(C12)C)NC1=C(C(=O)O)C=C(C=N1)C1CC1